ClC1=NC=CC(=C1I)Cl 2,4-dichloro-3-iodo-pyridine